2-(6-(hydroxy(piperidin-3-yl)methyl)-4,5-dimethylpyridazin-3-yl)-5-(trifluoromethyl)phenol OC(C1=C(C(=C(N=N1)C1=C(C=C(C=C1)C(F)(F)F)O)C)C)C1CNCCC1